ClC1=C(C=CC=C1)N1CCN(CC1)CCCCCN1C=C(C2=CC=CC=C12)C(C(=O)O)CC (1-{5-[4-(2-chloro-phenyl)-piperazin-1-yl]Pentyl}-1H-indol-3-yl)-butyric acid